potassium p-nitrophenyl sulfate S(=O)(=O)(OC1=CC=C(C=C1)[N+](=O)[O-])[O-].[K+]